FC([C@@H](CNC(=O)C=1C(N(N=C(C1)C1=CC=C(C=C1)C)C=1C=NN(C1)C)=O)O)F N-[(2R)-3,3-difluoro-2-hydroxypropyl]-6-(4-methylphenyl)-2-(1-methyl-1H-pyrazol-4-yl)-3-oxo-2,3-dihydropyridazine-4-carboxamide